CN(S(=O)(=O)N[C@@H]1C[C@](C[C@@H]1F)(C(=O)N(C)OC)CC1=CC(=C(C=C1)F)C1=NC=C(C=N1)F)C |o1:6,8,10| (1R*,3R*,4S*)-3-((N,N-dimethyl-sulfamoyl)amino)-4-fluoro-1-(4-fluoro-3-(5-fluoropyrimidin-2-yl)benzyl)-N-methoxy-N-methylcyclopentane-1-carboxamide